C1(=CC=CC=C1)C#CCCC 1-phenyl-pentyne